Racemic-1-(1-(6,7-difluoro-1-oxo-1,2-dihydroisoquinolin-4-yl)ethyl)-1-methyl-3-(3,4,5-trifluorobenzyl)urea FC=1C=C2C(=CNC(C2=CC1F)=O)[C@@H](C)N(C(=O)NCC1=CC(=C(C(=C1)F)F)F)C |r|